N5-(2-(4,4-difluorocyclohexyl)-4-(2,5-difluorophenyl)pyridin-3-yl)-3-fluoro-N2-isopropylpyridin-2,5-dicarboxamide FC1(CCC(CC1)C1=NC=CC(=C1NC(=O)C=1C=C(C(=NC1)C(=O)NC(C)C)F)C1=C(C=CC(=C1)F)F)F